C(C)(C)(C)OC(=O)C(CCC[C@H](N)C(=O)NCC(=O)N[C@@H](CCCCNC(=O)OC(C)(C)C)C(=O)NCC(=O)O)N 6-(tert-butoxycarbonyl)-L-lysylglycyl-N6-(tert-butoxycarbonyl)-L-lysylglycine